tert-butyl (S)-3-(3-(6-(6-bromopicolinamido)-5-(difluoromethoxy)pyridin-3-yl)-1,2,4-oxadiazol-5-yl)piperidine-1-carboxylate BrC1=CC=CC(=N1)C(=O)NC1=C(C=C(C=N1)C1=NOC(=N1)[C@@H]1CN(CCC1)C(=O)OC(C)(C)C)OC(F)F